[1,4]Dioxane-2-carboxylic acid O1C(COCC1)C(=O)O